N-[4-(difluoromethoxy)-2,5-difluorophenyl]-4-[[3-(difluoromethoxy)phenyl]methyl]-1H-pyrrole-3-sulfonamide FC(OC1=CC(=C(C=C1F)NS(=O)(=O)C1=CNC=C1CC1=CC(=CC=C1)OC(F)F)F)F